(5-amino-2-(((1R,4R)-4-methoxycyclohexyl)amino)pyrido[4,3-d]pyrimidin-8-yl)-1-isopropylpyridin-2(1H)-one NC1=NC=C(C=2N=C(N=CC21)NC2CCC(CC2)OC)C=2C(N(C=CC2)C(C)C)=O